tert-butyl (S)-(5-((3-((4-fluorobenzyl)amino)-4-oxo-4,6,7,8-tetrahydropyrrolo[1,2-a]pyrimidine-6-carboxamido)methyl)-6-methylpyridin-2-yl)carbamate FC1=CC=C(CNC2=CN=C3N(C2=O)[C@@H](CC3)C(=O)NCC=3C=CC(=NC3C)NC(OC(C)(C)C)=O)C=C1